C(#N)C1=CC=C(C=C1)[C@@H]1COC2=C(O1)C=CC=C2C2CCN(CC2)C(=O)OC(C)(C)C Tert-butyl (R)-4-(2-(4-cyanophenyl)-2,3-dihydrobenzo[b][1,4]dioxin-5-yl)piperidine-1-carboxylate